1,4-bis(m-aminophenoxy)butane NC=1C=C(OCCCCOC2=CC(=CC=C2)N)C=CC1